C[Si](CCOCN1C(C2(C=3C1=NC=CN3)CC3(C2)CCC(CC3)=O)=O)(C)C 5''-((2-(Trimethylsilyl)ethoxy)methyl)dispiro[cyclohexane-1,1'-cyclobutane-3',7''-pyrrolo[2,3-b]pyrazine]-4,6''(5''H)-dione